C(CCCCCCC\C=C/CCCCCCCC)(=O)[O-].[K+] potassium oleate Salt